benzyl (S)-2-(5-chloro-3-((1-(dibenzo[b,d]furan-2-yl)ethyl)amino)-2-oxo-6-phenylpyrazin-1(2H)-yl)acetate ClC=1N=C(C(N(C1C1=CC=CC=C1)CC(=O)OCC1=CC=CC=C1)=O)N[C@@H](C)C1=CC2=C(OC3=C2C=CC=C3)C=C1